FC(C=1C(=C(C=CC1)[C@](C)([2H])NC=1C=2C(N=C(N1)C)=C(C(N(C2)N2CCOCC2)=O)N2CCOCC2)F)F (R)-4-((1-(3-(difluoromethyl)-2-fluorophenyl)ethyl-1-d)amino)-2-methyl-6,8-dimorpholinopyrido[4,3-d]pyrimidin-7(6H)-one